C(C)(C)(C)OC(=O)NC=1C=C(C=NC1C(=O)OC)[C@H]1N(CCN(C1)CC(F)F)CC1=C2C=CN(C2=C(C=C1OC)C)C(=O)OC(C)(C)C tert-butyl 4-(((2R)-2-(5-((tert-butoxycarbonyl)amino)-6-(methoxycarbonyl)pyridin-3-yl)-4-(2,2-difluoroethyl)piperazin-1-yl)methyl)-5-methoxy-7-methylindole-1-carboxylate